4-(4-(2,4-difluorophenoxy)piperidin-1-yl)-6-methylpyridin-3-amine FC1=C(OC2CCN(CC2)C2=C(C=NC(=C2)C)N)C=CC(=C1)F